4-[3-[4-(1,2,2-Trifluoroethenoxy)phenyl]prop-2-enoyl]benzoic acid FC(=C(F)F)OC1=CC=C(C=C1)C=CC(=O)C1=CC=C(C(=O)O)C=C1